ClC1=C(C(=O)O)C=C(C(=C1)F)OC 2-Chloro-4-fluoro-5-methoxybenzoic acid